methyl (R)-2-((tert-butoxycarbonyl) (methyl) amino)-4,4-difluorobutyrate C(C)(C)(C)OC(=O)N([C@@H](C(=O)OC)CC(F)F)C